S(=O)(O)[O-] hydrogen sulfite